acryloyl-oxyethyltrimethyl-ammonium p-toluenesulfonate CC1=CC=C(C=C1)S(=O)(=O)[O-].C(C=C)(=O)OCC[N+](C)(C)C